N-(pent-4-yn-1-yloxy)benzamide C(CCC#C)ONC(C1=CC=CC=C1)=O